C(C)(C)(C)[Sn](C(C)(C)C)(C(C)(C)C)N=[N+]=[N-] tri(tert-butyl)tin azide